ClC1=C(C(=C(C=C1)O)F)F 4-chloro-2,3-difluorophenol